N-(5-((5-chloro-4-((2-(N-ethylmethylsulfonamido)phenyl)amino)pyrimidin-2-yl)amino)-2-((2-(dimethylamino)ethyl)(methyl)amino)-4-methoxyphenyl)acrylamide ClC=1C(=NC(=NC1)NC=1C(=CC(=C(C1)NC(C=C)=O)N(C)CCN(C)C)OC)NC1=C(C=CC=C1)N(S(=O)(=O)C)CC